[C@@H]1([C@H](O)[C@@H](O)[C@H](O)[C@H](O1)CO)O[C@@H]1[C@H]([C@H]2O[C@@H]([C@H]1O)CO2)O 1,6-anhydro-3-O-β-D-glucopyranosyl-β-D-glucopyranose